3-Phenyloxetane C1(=CC=CC=C1)C1COC1